N1(CCOCC1)C(=O)C1=CC2=NC(=CC=C2N1)C=O 2-(morpholine-4-carbonyl)-1H-pyrrolo[3,2-b]pyridine-5-carbaldehyde